BrC=1C=CC(=NC1)C1=CC=CC=C1 5-bromo-2-phenylpyridine